6-(1,2-dimethoxyethyl)quinoline-4-carboxylate COC(COC)C=1C=C2C(=CC=NC2=CC1)C(=O)[O-]